[S-]C1=CC=CC=C1.[Cu+] copper (I) thiophenoxide